6-(Tert-butyl)-3-(3,4-dichlorophenyl)-7H-[1,2,4]triazolo[3,4-b][1,3,4]thiadiazine C(C)(C)(C)C1=NN2C(SC1)=NN=C2C2=CC(=C(C=C2)Cl)Cl